OC(C)(C1CCC(=CC1C1CC=C(CC1)CCCCC)C)C 1,3-dihydro-2-[6-(1-hydroxyl-methyl-ethyl)-3-methyl-2-cyclohexene-1-yl]-5-pentyl-benzene